6-Chloro-3-((1-(4,7-dimethyl-5-oxo-2-(o-tolyl)-4,5-dihydro-2H-pyrazolo[3,4-c]isoquinolin-9-yl)ethyl)amino)picolinic acid ClC1=CC=C(C(=N1)C(=O)O)NC(C)C=1C=2C=3C(N(C(C2C=C(C1)C)=O)C)=NN(C3)C3=C(C=CC=C3)C